(S)-4-(1-azido-1-cyclopropylethyl)-6-chloro-1-(1-methylcyclopropoxy)-2,7-naphthyridine N(=[N+]=[N-])[C@@](C)(C1CC1)C1=CN=C(C2=CN=C(C=C12)Cl)OC1(CC1)C